racemic-methyl 2-methoxy-2-(2,2,7-trifluoro-3-oxo-6-(perfluorophenyl)-2,3-dihydro-4H-benzo[b][1,4]oxazin-4-yl)acetate CO[C@H](C(=O)OC)N1C2=C(OC(C1=O)(F)F)C=C(C(=C2)C2=C(C(=C(C(=C2F)F)F)F)F)F |r|